NC1=C(N=CC2=C(C(=CC=C12)F)C1=C(N=CS1)C(=O)OCC)C(NCCC)=O Ethyl 5-(4-amino-7-fluoro-3-(propylcarbamoyl)isoquinolin-8-yl)thiazole-4-carboxylate